(S)-N'-((1,2,3,5,6,7-hexahydro-s-indacen-4-yl)carbamoyl)-2,3-dihydro-1H-indene-2-sulfonimidamide C1CCC2=C(C=3CCCC3C=C12)NC(=O)N=[S@@](=O)(N)C1CC2=CC=CC=C2C1